BrC1=NC=CC=C1Br 2,3-Dibromopyridine